(R)-t-butyl-(5-(4-fluoro-2-(trifluoromethyl)phenyl)-5-oxopentan-2-yl)carbamate C(C)(C)(C)OC(N[C@H](C)CCC(=O)C1=C(C=C(C=C1)F)C(F)(F)F)=O